isobutyl-ethylene glycol monoethyl ether C(C)OC(CO)CC(C)C